(5-(2-((tert-butyldimethylsilyl)oxy)ethoxy)pyridazin-3-yl)methanol [Si](C)(C)(C(C)(C)C)OCCOC=1C=C(N=NC1)CO